(5-bromopyridin-2-ylmethyl)carbamic acid tert-butyl ester C(C)(C)(C)OC(NCC1=NC=C(C=C1)Br)=O